1,2-diethylpyridinium cyanide [C-]#N.C(C)[N+]1=C(C=CC=C1)CC